amino-N-(aminoiminomethyl)benzenesulfonamide NC1=C(C=CC=C1)S(=O)(=O)NC=NN